FC1=CC=C2[C@@H]([C@H](COC2=C1)N1C[C@H](CC1)C#N)NC1=C2C=C(N(C2=CC=C1)COCC[Si](C)(C)C)C(F)(F)F (S)-1-((3R,4S)-7-fluoro-4-((2-(trifluoromethyl)-1-((2-(trimethylsilyl)ethoxy)methyl)-1H-indol-4-yl)amino)chroman-3-yl)pyrrolidine-3-carbonitrile